C(C#CC)N1N=C2C(N(C(C=C2N2C[C@H](N(C[C@@H]2CC)C(=O)OC(C)(C)C)CC)=O)C)=C1 tert-butyl (2R,5S)-4-(2-(but-2-yn-1-yl)-4-methyl-5-oxo-4,5-dihydro-2H-pyrazolo[4,3-b]pyridin-7-yl)-2,5-diethylpiperazine-1-carboxylate